C(C)(C)(C)OC(=O)N[C@@H]1CC[C@H](OC1)C(=O)O (2S,5R)-5-(tert-butoxycarbonylamino)tetrahydro-2H-pyran-2-carboxylic acid